C1(CC1)C(C(C)(C)O)N1C(C2=C(C=C(C=C2C1)C)C1=CC=C(C=C1)C=1OC(=NN1)C)=O 2-(1-Cyclopropyl-2-hydroxy-2-methylpropyl)-5-methyl-7-(4-(5-methyl-1,3,4-oxadiazol-2-yl)phenyl)isoindolin-1-one